4,5-epoxy-8-trifluoromethyltricyclo[5.2.1.02,6]Deca-8-ene FC(C=1C2C3C4C(CC3C(C1)C2)O4)(F)F